ClC=1N=C(C2=C(N1)CCNC2)OC=2N=CC=1CCC3=C(C1C2F)NC2=C3C(NC[C@@H]2C)=O (S)-2-((2-chloro-5,6,7,8-tetrahydropyrido[4,3-d]pyrimidin-4-yl)oxy)-1-fluoro-10-methyl-5,6,8,9,10,11-hexahydro-7H-pyrido[3',4':4,5]pyrrolo[2,3-f]isoquinolin-7-one